benzyl (4R,7S)-7-(hydroxymethyl)-1-oxa-6-azaspiro[3.5]nonane-6-carboxylate OC[C@H]1N(C[C@]2(CCO2)CC1)C(=O)OCC1=CC=CC=C1